C(C)(C)(C)OC(=O)NC1=CC(=C(C=N1)N1C=C(C(C2=CC(=C(N=C12)N1CC=2C=CC=NC2CC1)Cl)=O)C(=O)O)C 1-(6-((tert-butoxy-carbonyl)amino)-4-methylpyridin-3-yl)-6-chloro-7-(7,8-dihydro-1,6-naphthyridin-6(5H)-yl)-4-oxo-1,4-dihydro-1,8-naphthyridine-3-carboxylic acid